5,6-difluoro-2,1,3-benzothiadiazole FC1=CC=2C(=NSN2)C=C1F